(2R,11aS)-8-(benzyloxy)-2-{[tert-butyl(dimethyl)silyl]oxy}-7-methoxy-10-{[2-(trimethylsilyl)ethoxy]methyl}-2,3-dihydro-1H-pyrrolo[2,1-c][1,4]benzodiazepin-5,11(10H,11aH)-dione C(C1=CC=CC=C1)OC1=CC2=C(C(N3[C@H](C(N2COCC[Si](C)(C)C)=O)C[C@H](C3)O[Si](C)(C)C(C)(C)C)=O)C=C1OC